C\C(=C/CO)\CCC[C@@H](CCC[C@@H](CCCC(C)C)C)C (2E,7R,11R)-3,7,11,15-Tetramethylhexadec-2-en-1-ol